(2R,5S)-5-(aminomethyl)-2-(4-phenylphenyl)-1,4-thiazepan-3-one NC[C@H]1NC([C@H](SCC1)C1=CC=C(C=C1)C1=CC=CC=C1)=O